[1,3]dioxolo[4,5-c]pyridine-6-carboxamide O1COC=2C=NC(=CC21)C(=O)N